N-Cyclopropyl-3-(difluoromethyl)-5-fluoro-N-(2-fluoro-6-isopropylbenzyl)-1-methyl-1H-pyrazol-4-carboxamid C1(CC1)N(C(=O)C=1C(=NN(C1F)C)C(F)F)CC1=C(C=CC=C1C(C)C)F